ClC1=CC(=CC(=N1)C1=CC(=NC(=C1)F)C(=O)NC)[C@@H](C(=O)NC)N(C(C=C)=O)C1CC1 (S)-6-chloro-4-(1-(N-cyclopropylacrylamido)-2-(methylamino)-2-oxoethyl)-6'-fluoro-N-methyl-[2,4'-bipyridine]-2'-carboxamide